(1R,5S,6S)-6-[2-(4-chloro-3-fluorophenoxy)acetamido]-3-azabicyclo[3.1.0]Hexane-3-carboxylic acid tert-butyl ester C(C)(C)(C)OC(=O)N1C[C@@H]2C([C@@H]2C1)NC(COC1=CC(=C(C=C1)Cl)F)=O